N-(4-(5-(2-(3-methoxyphenoxy)ethyl)-2,3,4,5-tetrahydro-1H-benzo[b][1,4]diazepine-1-Carbonyl)phenyl)-[1,1'-biphenyl]-2-carboxamide COC=1C=C(OCCN2C3=C(N(CCC2)C(=O)C2=CC=C(C=C2)NC(=O)C=2C(=CC=CC2)C2=CC=CC=C2)C=CC=C3)C=CC1